COC(C1=CC=C(C=C1)C(=C(C#N)C#N)OC)OC 2-[[4-(dimethoxymethyl)phenyl]-methoxy-methylene]propanedinitrile